5-Hydroxy-1,3,3-trimethyl-6,10-dioxo-1,2,3,4,6,9,9a,10-octahydro-1,4a,8a-triazaanthracen OC1=C2C(N3CC(CN(C3CN2C=CC1=O)C)(C)C)=O